ClC1=C(C=CC=C1OCC(=O)NC)N1N=CC2=C1COC[C@@H]2NC(=O)C=2N=CN1C2CCCC1 (R)-N-(1-(2-chloro-3-(2-(methylamino)-2-oxoethoxy)phenyl)-1,4,5,7-tetrahydropyrano[3,4-c]pyrazol-4-yl)-5,6,7,8-tetrahydroimidazo[1,5-a]pyridine-1-carboxamide